BrC=1C=C(C=CC1)C1(COC1)CC(=O)/N=C/N(C)C (E)-2-(3-(3-bromophenyl)oxetan-3-yl)-N-((dimethylamino)methylene)-acetamide